S(=O)(=O)([O-])[O-].[Zr+4].S(=O)(=O)([O-])[O-] Zirconium sulfat